tert-butyl 3-(4-(2-(4-(2,6-dioxopiperidin-3-yl)phenoxy)ethoxy)pyridin-3-yl)azetidine-1-carboxylate O=C1NC(CCC1C1=CC=C(OCCOC2=C(C=NC=C2)C2CN(C2)C(=O)OC(C)(C)C)C=C1)=O